N1(CCCCC1)CCC(=O)OC(C(=O)OCCCCCCCC(=O)OC(CCCCCCCC)CCCCCCCC)C(C(=O)OCCCCCCCC(=O)OC(CCCCCCCC)CCCCCCCC)OC(CCN1CCCCC1)=O bis(8-(heptadecan-9-yloxy)-8-oxooctyl) 2,3-bis((3-(piperidin-1-yl)propanoyl)-oxy)succinate